OC1=NC(=NC(=C1)O)SCCC 4,6-dihydroxyl-2-propylsulfanyl-pyrimidine